[C@@H]12N(C[C@@H](NC1)C2)C=2C(=NC(=NC2)S(=O)(=O)C)NC2=CC(=C(C=C2)F)Cl ((1S,4S)-2,5-diazabicyclo[2.2.1]heptan-2-yl)-N-(3-chloro-4-fluorophenyl)-2-(methylsulfonyl)pyrimidin-4-amine